COC(C(=O)OC1=C2N(N=CC1=O)[C@H]([C@@H]1N(C2=O)CCC1)[C@H](C1=CC=CC=C1)C1=C(C(=CC=C1)F)F)(C)C (9aR,10S)-10-((R)-(2,3-difluorophenyl)(phenyl)methyl)-3,5-dioxo-3,5,8,9,9a,10-hexahydro-7H-pyrrolo[1',2':4,5]pyrazino[1,2-b]pyridazin-4-yl 2-methoxy-2-methylpropanoate